3-(5-methyl-2-piperidyl)phenol CC1CCC(NC1)C=1C=C(C=CC1)O